1-(4-(4-(4-bromophenyl)piperazin-1-yl)phenyl)-2,2,2-trifluoroethan-1-amine BrC1=CC=C(C=C1)N1CCN(CC1)C1=CC=C(C=C1)C(C(F)(F)F)N